CC1=NNC(=C1)C1=NSC=2C1=NC(=CC2C2(CC2)O)N2[C@@H](COCC2)C (R)-1-(3-(3-methyl-1H-pyrazol-5-yl)-5-(3-methylmorpholino)isothiazolo[4,5-b]pyridin-7-yl)cyclopropan-1-ol